C(C)(C)(C)OC(=O)N1CC(C1)C1=C(N=CS1)C(=O)O 5-{1-[(tert-butoxy)carbonyl]Azetidin-3-yl}-1,3-thiazole-4-carboxylic acid